BrC=1C(=NN(C1CC)C)\C=C/CCCC(=O)OCC Ethyl (5Z)-6-(4-bromo-5-ethyl-1-methyl-1H-pyrazol-3-yl)hex-5-enoate